CSC1=CC=CC=C1 methylphenylsulphide